C(C)(=O)OC=1C(=NC=CC1OC)C(=O)N[C@@H](C)C(=O)O[C@@H](C)[C@@H](C(C)C)C1=C(C=C(C=C1)C)F (2S,3S)-3-(2-fluoro-4-methylphenyl)-4-methylpentan-2-yl N-[(3-acetoxy-4-methoxypyridin-2-yl)carbonyl]-L-alaninate